ClC1=C(C(=O)NC2=CC(=CC=C2)[S@@](=O)(=N)C)C(=CN=C1C(F)(F)F)N1CCC(CCC1)(F)F (R)-3-chloro-5-(4,4-difluoroazepan-1-yl)-N-(3-(S-methylsulfonimidoyl)phenyl)-2-(trifluoromethyl)isonicotinamide